6-Chloro-8-(1-cyclopropylethyl)-2-methylsulfonyl-pyrido[2,3-d]pyrimidin-7-one ClC1=CC2=C(N=C(N=C2)S(=O)(=O)C)N(C1=O)C(C)C1CC1